C1(=CC=CC=C1)N(C(=O)C=1SC=CC1)CCN1CCN(CC1)CCC=1SC=CC1 N-phenyl-N-(2-(4-(2-(thiophen-2-yl)ethyl)piperazin-1-yl)ethyl)thiophene-2-carboxamide